(2R,3R,4S,5S,6R)-2-(acetoxymethyl)-6-(4-methoxyphenoxy)tetrahydro-2H-pyran-3,4,5-triyl triacetate C(C)(=O)O[C@@H]1[C@H](O[C@@H]([C@H]([C@H]1OC(C)=O)OC(C)=O)OC1=CC=C(C=C1)OC)COC(C)=O